tert-butyl 4-(2-(3-(3-amino-6-chloropyridazin-4-yl)-3,8-diazabicyclo[3.2.1]octan-8-yl)pyrimidin-5-yl)piperazine-1-carboxylate NC=1N=NC(=CC1N1CC2CCC(C1)N2C2=NC=C(C=N2)N2CCN(CC2)C(=O)OC(C)(C)C)Cl